tert-butyl [(3-chlorophenyl)(5-formyl-3-thienyl)methyl]carbamate ClC=1C=C(C=CC1)C(C1=CSC(=C1)C=O)NC(OC(C)(C)C)=O